NC1=NC=C(C=C1OC=1C=C(C=CC1)NC(=O)NC1=CC=C(C=C1)OC)Cl 1-(3-((2-amino-5-chloropyridin-3-yl)oxy)phenyl)-3-(4-(methoxy)phenyl)urea